N-(5-isopropyl-1H-pyrazol-3-yl)-3,5-dimethyl-6-(piperidin-4-yloxy)pyrazin-2-amine C(C)(C)C1=CC(=NN1)NC1=NC(=C(N=C1C)C)OC1CCNCC1